ClC1=C(C=CC(=C1)F)C1=CC=C(C=C1)C1CN(C1)C(=O)N1C[C@@H]2[C@@H](OCC(N2)=O)CC1 (4aR,8aS)-6-[3-[4-(2-Chloro-4-fluoro-phenyl)phenyl]azetidine-1-carbonyl]-4,4a,5,7,8,8a-hexahydropyrido[4,3-b][1,4]oxazin-3-one